N-(cycloheptylmethyl)-2-[(2-fluoro-6-methoxy-phenyl)methyl]-1H-benzoimidazole-5-carboxamide C1(CCCCCC1)CNC(=O)C1=CC2=C(NC(=N2)CC2=C(C=CC=C2OC)F)C=C1